NC[C@@H](C(=O)N1C[C@H](N(CC1)C=1C2=C(N=CN1)NC(C[C@H]2C)=O)C)C2=CC=C(C=C2)Cl (R)-4-((R)-4-((S)-3-amino-2-(4-chlorophenyl)propionyl)-2-methylpiperazin-1-yl)-5-methyl-5,8-dihydropyridino[2,3-d]pyrimidin-7(6H)-one